(4-(2-(3,5-Dichloro-4-(2-chloroethoxy)phenyl)propan-2-yl)phenyl)methanol ClC=1C=C(C=C(C1OCCCl)Cl)C(C)(C)C1=CC=C(C=C1)CO